COC(=O)C=1C(=NC(=CC1)\C=C\N(C)C)Cl 2-chloro-6-[(E)-2-(dimethylamino)vinyl]pyridine-3-carboxylic acid methyl ester